((R)-4,4-difluoro-1-(5-methylpyrazin-2-yl)pyrrolidin-3-yl)-4-(5-(5-fluoro-2-methoxypyridin-4-yl)-1H-pyrazole-3-carbonyl)-4-azaspiro[2.5]octane-7-carboxamide FC1([C@@H](CN(C1)C1=NC=C(N=C1)C)C1CC12N(CCC(C2)C(=O)N)C(=O)C2=NNC(=C2)C2=CC(=NC=C2F)OC)F